2-(4-bromophenyl)-6-((2-fluoro-4-(trifluoromethyl)phenyl)carbamoyl)-4-phenoxycyclohexane-1-carboxylic acid BrC1=CC=C(C=C1)C1C(C(CC(C1)OC1=CC=CC=C1)C(NC1=C(C=C(C=C1)C(F)(F)F)F)=O)C(=O)O